COC1=NC=CC(=C1C=1C(=C(C(=O)N)C=CC1)OC(C(F)(F)F)C)C (2-methoxy-4-methylpyridin-3-yl)-2-((1,1,1-trifluoropropan-2-yl)oxy)benzamide